C(C)(C)(C)OC(=O)N1CC(C1)(O)C1=NC=C(C=C1)OC1=CC=C(C=C1)F.COCCOCCOCCOC=C(C)C1=CC=C(C=C1)C(=COCCOCCOCCOC)C 1,4-bis(2,5,8,11-tetraoxatetradec-12-en-13-yl)benzene tert-Butyl-3-[5-(4-fluorophenoxy)-2-pyridyl]-3-hydroxy-azetidine-1-carboxylate